Ethyl 1-[(2-chlorophenyl)methyl]-5-(1-methyl-1H-indazol-6-yl)-1H-pyrazole-3-carboxylate ClC1=C(C=CC=C1)CN1N=C(C=C1C1=CC=C2C=NN(C2=C1)C)C(=O)OCC